C(C)(C)(C)OC(=O)N1C[C@H](CC1)N1N=C(C(=C1NCCN1CCOCC1)C#N)Br (3S)-3-(3-bromo-4-cyano-5-[[2-(morpholin-4-yl)ethyl]amino]pyrazol-1-yl)pyrrolidine-1-carboxylic acid tert-butyl ester